(S)-7-chloro-3-((2,6-dimethoxypyridin-4-yl)ethynyl)-1-(pyrrolidin-3-yl)-1H-pyrazolo[4,3-c]pyridin-4-amine ClC=1C2=C(C(=NC1)N)C(=NN2[C@@H]2CNCC2)C#CC2=CC(=NC(=C2)OC)OC